1,3-bis((3-methoxy-6,7-dihydro-5H-pyrrolo[3,4-b]pyridin-2-yl)oxy)propane COC=1C=C2C(=NC1OCCCOC1=C(C=C3C(=N1)CNC3)OC)CNC2